methyl 2-(4-iodophenyl)-7-fluoro-3-(1-methyl-1H-1,2,4-triazol-5-yl)-4-oxo-1,2,3,4-tetrahydroquinoline-5-carboxylate IC1=CC=C(C=C1)C1NC=2C=C(C=C(C2C(C1C1=NC=NN1C)=O)C(=O)OC)F